NC1=NN(C=2CN(CCC21)S(=O)(=O)NC)C(=O)C2CCNC1=CC=CC=C21 3-amino-N-methyl-1-(1,2,3,4-tetrahydro-quinoline-4-carbonyl)-4,5-dihydro-1H-pyrazolo[3,4-c]pyridine-6(7H)-sulfonamide